C(C(C)C)C1=CC=C(S1)B(O)O (5-isobutylthiophene-2-yl)boronic acid